7-methoxy-2-methyl-2,3-dihydronaphthalene COC=1C=CC2=CCC(C=C2C1)C